C(=O)(O)CCC(=O)C1=CC2=C(S1)C=C(C(=C2)OCCC2=C(C=C1C(=N2)C=C(S1)C(CCC(=O)O)=O)OC)OC 4-(5-(2-((2-(3-carboxypropanoyl)-6-methoxybenzo[b]thiophen-5-yl)oxy)ethyl)-6-methoxythieno[3,2-b]pyridin-2-yl)-4-oxobutanoic acid